7-methyl-1-((1,4-oxazepan-7-yl)methyl)-2-thioxo-1,2,3,5-tetrahydro-4H-pyrrolo[3,2-d]pyrimidin-4-one CC1=CNC2=C1N(C(NC2=O)=S)CC2CCNCCO2